4-(5-Chloro-2-(isopropylamino)pyridin-4-yl)-1-toluenesulfonyl-1H-pyrrole ClC=1C(=CC(=NC1)NC(C)C)C=1C=CN(C1)S(=O)(=O)CC1=CC=CC=C1